diphenyl-tin distearate C(CCCCCCCCCCCCCCCCC)(=O)[O-].C(CCCCCCCCCCCCCCCCC)(=O)[O-].C1(=CC=CC=C1)[Sn+2]C1=CC=CC=C1